NC1=C(C(=C(C=N1)NC(C(=O)N1C(CCCC1C1=CC=CC=C1)C)=O)C)C N-(6-amino-4,5-dimethylpyridin-3-yl)-2-(2-methyl-6-phenylpiperidin-1-yl)-2-oxoacetamide